5-(1-(tert-Butoxycarbonyl)piperidin-4-ylamino)-2-(3,4-dimethoxyphenyl)-3-ethyl-1H-indole-1-carboxylic acid tert-butyl ester C(C)(C)(C)OC(=O)N1C(=C(C2=CC(=CC=C12)NC1CCN(CC1)C(=O)OC(C)(C)C)CC)C1=CC(=C(C=C1)OC)OC